C(C)OC(=O)NC1=C(C=C(C=C1F)C(CNC(C)(C)C)O)C#N 1-(4-ethoxycarbonylamino-3-cyano-5-fluorophenyl)-2-(tert-butylamino)ethanol